CC1=NC(=CC(=C1)B(O)O)C 2,6-DIMETHYL-PYRIDINE-4-BORONIC ACID